(3R,6S,9S,12S,15S,18R,19R)-9-(aminomethyl)-12-cyclohexyl-19-hexyl-15-isobutyl-6-(methoxymethyl)-3,16,18-trimethyl-1-oxa-4,7,10,13,16-pentazacyclononadecane-5,8,11,14,17-pentone NC[C@H]1C(N[C@H](C(N[C@@H](CO[C@@H]([C@H](C(N([C@H](C(N[C@H](C(N1)=O)C1CCCCC1)=O)CC(C)C)C)=O)C)CCCCCC)C)=O)COC)=O